2-(azetidin-1-yl)ethyl (S)-6-diazo-2-((R)-2-methoxypropanamido)-5-oxohexanoate [N+](=[N-])=CC(CC[C@@H](C(=O)OCCN1CCC1)NC([C@@H](C)OC)=O)=O